3-Hydroxy-4-methyl-N-((S)-1-(3-(trifluoromethoxy)phenyl)ethyl)pentanamide OC(CC(=O)N[C@@H](C)C1=CC(=CC=C1)OC(F)(F)F)C(C)C